4-(acryloyloxy)butyl 2-(6-hydroxybenzo[1,3]dioxol-5-yl)-2H-benzotriazol-5-carboxylate OC=1C(=CC2=C(OCO2)C1)N1N=C2C(=N1)C=CC(=C2)C(=O)OCCCCOC(C=C)=O